COC1=C(C=C(C=C1)OC)CCNCC1=C(C=CC=C1)OC 2-(2,5-dimethoxyphenyl)-N-[(2-methoxyphenyl)methyl]ethylamine